[N+](=O)([O-])C1=CC=CC(=N1)CN1CCN(CCN(CCN(CC1)CC(=O)O)CC(=O)O)CC(=O)O 2,2',2''-(10-((6-nitropyridin-2-yl)methyl)-1,4,7,10-tetraazacyclododecane-1,4,7-triyl)triacetic acid